FC(SC=1N=C2N(N1)[C@@H](C[C@@H]2F)C2=CC=CC=C2)F (5S,7S)-2-((difluoromethyl)thio)-7-fluoro-5-phenyl-6,7-dihydro-5H-pyrrolo[1,2-b][1,2,4]triazole